α-cyano-3-phenoxybenzyl N-(2-chloro-α,α,α-trifluoro-p-tolyl)-D-valinate ClC1=C(C=CC(=C1)N[C@H](C(C)C)C(=O)OC(C1=CC(=CC=C1)OC1=CC=CC=C1)C#N)C(F)(F)F